BrC(C=1C=C(C(=O)O)C=CC1C(Br)Br)Br 3,4-bis(dibromomethyl)benzoic acid